amino-(9H-fluorenyl) methyl-formate CC(=O)OC1=C(C=CC=2C3=CC=CC=C3CC12)N